CC1(C2=CC=CC=C2C=2C=CC(=CC12)C=1C=C(C=CC1)C1=CC(=CC=C1)C1=NC(=NC(=N1)C1=CC=CC=C1)C1=CC=CC=C1)C 2-(3'-(9,9-dimethyL-9H-fluoren-2-yl)-[1,1'-biphenyl]-3-yl)-4,6-diphenyL-1,3,5-triazine